N1N=CC(=C1)C1=CC=C(CN(C(=O)[C@H]2CN(CCC2)C=2C=C(OC(C(=O)N3CCN(CC3)C(=O)OC(C)(C)C)(C)C)C=CC2)CC)C=C1 tert-butyl (R)-4-(2-(3-(3-((4-(1H-pyrazol-4-yl)benzyl)(ethyl)carbamoyl) piperidin-1-yl)phenoxy)-2-methylpropanoyl)piperazine-1-carboxylate